COC=1C(=CC2=C(N(C(=N2)N2C[C@@H](CCC2)NC2=NC=C(C=N2)C(F)(F)F)C)C1)NC(C=C)=O (R)-N-(6-Methoxy-1-methyl-2-(3-((5-(trifluoromethyl)pyrimidin-2-yl)amino)piperidin-1-yl)-1H-benzo[d]imidazol-5-yl)acrylamide